tridecanyl methacrylate C(C(=C)C)(=O)OCCCCCCCCCCCCC